4-(2,6-bis(bis(2-methoxyethyl)amino)-8-(4,4-difluoropiperidin-1-yl)pyrimido[5,4-d]pyrimidin-4-yl)-1-methylpiperazin-2-one COCCN(C=1N=C(C2=C(N1)C(=NC(=N2)N(CCOC)CCOC)N2CCC(CC2)(F)F)N2CC(N(CC2)C)=O)CCOC